S(=O)(=O)([O-])C1=CC=C(C)C=C1.C(CCC)N1C=[NH+]C=C1 1-butylimidazolium tosylate